C(C)(=O)NC=1C=C(C=CC1)C1=CC=C2C(=N1)N(C(=N2)C=2C(=NC=CC2)N)C2=CC=C(CNC(=O)C=1C=C(C=C3C1N=C(S3)C#N)F)C=C2 N-(4-(5-(3-acetamidophenyl)-2-(2-aminopyridin-3-yl)-3H-imidazo[4,5-b]pyridin-3-yl)benzyl)-2-cyano-6-fluorobenzo[d]thiazole-4-carboxamide